L-theanine sulfate S(=O)(=O)(O)O.N[C@@H](CCC(=O)NCC)C(=O)O